C(C)C12CC(B(C(C1)=O)C(C2)=O)=O 4-ethyl-2,6,7-trioxo-1-borabicyclo[2.2.2]octane